Pyroglutamat N1[C@@H](CCC1=O)C(=O)[O-]